CN(C)CC1=C(C=CC(=N1)NC=1C=CC(=C2CNC(C12)=O)C1=CN=C2N1C=CC(=C2)F)S(=O)(=O)C 7-((6-((dimethyl-amino)methyl)-5-(methylsulfonyl)pyridin-2-yl)amino)-4-(7-fluoro-imidazo[1,2-a]pyridin-3-yl)isoindolin-1-one